1-[6-(Trifluoromethyl)pyrazin-2-yl]ethanol FC(C1=CN=CC(=N1)C(C)O)(F)F